methyl 6-hydroxy-7-methyl-10-phenyl-[1,2,4]triazolo[5,1-a]isoquinoline-5-carboxylate OC1=C(N2C(C3=C(C=CC(=C13)C)C1=CC=CC=C1)=NC=N2)C(=O)OC